NC1=CC=C(C=N1)C(=O)N1CCN(CC1)C(C)C (6-aminopyridin-3-yl)(4-isopropylpiperazin-1-yl)methanone